monomethoxynaphthalene COC1=CC=CC2=CC=CC=C12